4-((4-aminobutyl)(methyl)amino)butan-1-ol tert-butyl-(2S,3R,7aR)-2-(hydroxymethyl)-3-(1H-pyrazol-3-yl)tetrahydro-1H-pyrrolizine-7a(5H)-carboxylate C(C)(C)(C)C1[C@@H]([C@@H](N2CCC[C@]12C(=O)OCCCCN(C)CCCCN)C1=NNC=C1)CO